Tert-butyl (S)-2-formyl-2-methylpyrrolidine-1-carboxylate C(=O)[C@]1(N(CCC1)C(=O)OC(C)(C)C)C